C(#C)NS(=O)(=O)CC N-ethynylethanesulfonamide